O[C@@H]1C[C@H](N(C1)C(=O)[C@H](C(C)C)C1=CC(=NO1)N1CCN(CC1)C(=O)OC(C)(C)C)C(N[C@@H](C)C1=CC=C(C=C1)C1=C(N=CS1)C)=O tert-Butyl 4-[5-[(1R)-1-[(2S,4R)-4-hydroxy-2-[[(1S)-1-[4-(4-methylthiazol-5-yl)phenyl]ethyl]carbamoyl]pyrrolidine-1-carbonyl]-2-methylpropyl]isoxazol-3-yl]piperazine-1-carboxylate